FC=1C=C(C=CC1)NC(C1=NC(=CC(=C1)C(C)C)N1C=NC=C1)=O N-(3-fluorophenyl)-6-(1H-imidazol-1-yl)-4-isopropylpicolinamide